(Z)-2-(2-bromobenzylene)-6-hydroxybenzofuran-3(2H)-one BrC1=C(\C=C\2/OC3=C(C2=O)C=CC(=C3)O)C=CC=C1